methoxyl-ethanamine O(C)C(C)N